N-[bicyclo[1.1.1]pentan-1-yl]-7-methoxy-N-methyl-1H-pyrrolo[2,3-c]pyridine-2-carboxamide C12(CC(C1)C2)N(C(=O)C2=CC=1C(=C(N=CC1)OC)N2)C